N-(3-Cyano-4-methoxyphenyl)-1-methyl-3-(1-methyl-1H-indol-2-yl)-1H-indazole-5-carboxamide C(#N)C=1C=C(C=CC1OC)NC(=O)C=1C=C2C(=NN(C2=CC1)C)C=1N(C2=CC=CC=C2C1)C